CC=1OC=CC1SC 2-methyl-3-[methylthio]furan